O1CCN(CC1)C1=NC(=C2C=CC=NC2=C1)OC1CCC(CC1)NC(=O)C1=NC=CC=N1 N-((1s,4s)-4-((7-Morpholino-1,6-naphthyridin-5-yl)oxy)cyclohexyl)pyrimidine-2-carboxamide